O[C@H]1C[C@H]2[C@H]([C@H]([C@H]3[C@@H]4CC[C@H]([C@@H](CCC(=O)O)C)[C@]4(CC[C@@H]3[C@]2(CC1)C)C)O)CC 3α,7α-dihydroxy-6α-ethyl-5β-cholanic acid